FC(CN1N=C(C(=C1)C1=CN=C2N1C=CN=C2NC2=CC(=C(C(=O)NCC(NCC1NCCC1)=O)C=C2)CC)C(F)(F)F)F 4-[[3-[1-(2,2-difluoroethyl)-3-(trifluoromethyl)pyrazol-4-yl]imidazo[1,2-a]pyrazin-8-yl]amino]-2-ethyl-N-[2-oxo-2-(pyrrolidin-2-ylmethylamino)ethyl]benzamide